(6-Fluoro-2-methylpyridin-3-yl)methanol FC1=CC=C(C(=N1)C)CO